C(C)(C)(C)C1=C(C(=CC(=C1)C(C)CC)C(C)(C)C)O 2,6-di-t-butyl-4-sec-butylphenol